COC(=O)C1=NN(C(=C1)CNO)C(C)C 5-(hydroxyaminomethyl)-1-isopropyl-1H-pyrazole-3-carboxylic acid methyl ester